1-Phenyl-3-(2-(pyridin-3-yl)quinazolin-4-yl)urea C1(=CC=CC=C1)NC(=O)NC1=NC(=NC2=CC=CC=C12)C=1C=NC=CC1